3-(1H-pyrazol-4-yl)acrylic acid N1N=CC(=C1)C=CC(=O)O